S1C(=NC2=C1C=CC=C2)NC2=C(C=C(N=N2)N(C=2SC(=C(N2)C(=O)O)C2CN(C2)S(=O)(=O)C)C)C 2-({6-[(1,3-benzothiazol-2-yl)amino]-5-methylpyridazin-3-yl}(methyl)amino)-5-(1-methanesulfonylazetidin-3-yl)-1,3-thiazole-4-carboxylic acid